C(C)(C)(C)OC(=O)N1CCC(CC1)N1C(N(C=2C(C1)=CN(N2)C)CC2=C(C=CC=C2)C2CC2)=O 4-[7-(2-Cyclopropyl-benzyl)-2-methyl-6-oxo-2,4,6,7-tetrahydro-pyrazolo[3,4-d]pyrimidin-5-yl]-piperidine-1-carboxylic acid tert-butyl ester